Rac-(2s,3r)-3-amino-2-[(3-chloro-2-fluorophenyl)methyl]-4,4-difluoropyrrolidine-1-carboxylic acid tert-butyl ester C(C)(C)(C)OC(=O)N1[C@H]([C@H](C(C1)(F)F)N)CC1=C(C(=CC=C1)Cl)F |r|